[O+2].[Cr](=O)([O-])[O-] chromite oxygen